1-(3-((8-methoxy-2-(6-methylpyridin-3-yl)-2,3-dihydrobenzo[b][1,4]dioxin-6-yl)methyl)-3H-imidazo[4,5-b]pyridin-6-yl)azetidin-3-ol COC1=CC(=CC2=C1OC(CO2)C=2C=NC(=CC2)C)CN2C=NC=1C2=NC=C(C1)N1CC(C1)O